C(C)(C)(C)OC(=O)N1CC(CCC1)C=1C=NC(=C(C1)CO)OC 3-(5-(hydroxymethyl)-6-methoxypyridin-3-yl)piperidine-1-carboxylic acid tert-butyl ester